(2β,3α,5α)-21-Chloro-3-hydroxy-2-(4-morpholinyl)pregnan-20-one ClCC([C@H]1CC[C@H]2[C@@H]3CC[C@H]4C[C@@H]([C@H](C[C@]4(C)[C@H]3CC[C@]12C)N1CCOCC1)O)=O